C(C)(C)(C)C1=NN(C(=C1C=O)OC1=CC(=CC=C1)Cl)CC1=CC=C(C=C1)OC 3-(tert-butyl)-5-(3-chlorophenoxy)-1-(4-methoxybenzyl)-1H-pyrazole-4-carbaldehyde